FC=1C(=CC=2C3=C(NC(C2C1)=O)COC[C@H]3N(C(C3=CC(=C(C(=C3)F)C(F)F)F)=O)C)F (S)-N-(8,9-Difluoro-6-oxo-1,4,5,6-tetrahydro-2H-pyrano[3,4-c]isoquinolin-1-yl)-4-(difluoromethyl)-3,5-difluoro-N-methylbenzamide